4,4'-(1,2,4,5-tetrazine-3,6-diyl)dianiline N1=NC(=NN=C1C1=CC=C(N)C=C1)C1=CC=C(N)C=C1